((ethylthio) methyl) dithiophosphate P(=S)(SCSCC)([O-])[O-]